mercury selenium telluride [Se]=[Te].[Hg]